N=1C=NN2C1C=C(C=C2)OC2=C(C(=C(C=C2)NC=2C1=C(N=CN2)C=CC(=N1)N1C[C@@H](N(CC1)C(=O)OC(C)(C)C)C(F)F)F)C |r| rac-tert-butyl (R)-4-(4-((4-([1,2,4]triazolo[1,5-a]pyridin-7-yloxy)-2-fluoro-3-methylphenyl)amino)pyrido[3,2-d]pyrimidin-6-yl)-2-(difluoromethyl)piperazine-1-carboxylate